2,4-dichlorobenzenemethylamine ClC1=C(C=CC(=C1)Cl)CN